C(C)(C)(C)C1=CC=C(C=C1)NCC(=O)OCC ethyl (4-(tert-butyl)phenyl)glycinate